N[C@H](C(=O)NC)CC#CC1=CC=CC=C1 (S)-2-amino-N-methyl-5-phenylpent-4-ynamide